N-(3-((3-ethyloxetan-3-yl)methoxy)phenyl)benzamide C(C)C1(COC1)COC=1C=C(C=CC1)NC(C1=CC=CC=C1)=O